(1R,2R)-N-(2-cyano-3-(6-(1-hydroxybutyl)-4-methylpyridin-3-yl)-1,6-naphthyridin-7-yl)-2-fluorocyclopropane-1-carboxamide C(#N)C1=NC2=CC(=NC=C2C=C1C=1C=NC(=CC1C)C(CCC)O)NC(=O)[C@@H]1[C@@H](C1)F